1-fluoro-9-methyl-5,6,8,9,10,11-hexahydro-7H-pyrido[3',4':4,5]pyrrolo[2,3-f]isoquinolin-7-one FC1=CN=CC=2CCC3=C(C12)NC1=C3C(NC(C1)C)=O